1-((3R,5R,8R,9R,10S,13S,14S,15R,17S)-15-Ethyl-3-hydroxy-3,13-dimethylhexadecahydro-1H-cyclopenta[a]phenanthren-17-yl)-2-(2H-1,2,3-triazol-2-yl)ethan-1-one C(C)[C@H]1[C@H]2[C@@H]3CC[C@@H]4C[C@](CC[C@@H]4[C@H]3CC[C@@]2([C@H](C1)C(CN1N=CC=N1)=O)C)(C)O